3-isocyanatopropanoate N(=C=O)CCC(=O)[O-]